2-(2,6-dioxo-3-piperidyl)-5-[[(2s,4r)-1-methyl-4-piperazin-1-yl-pyrrolidin-2-yl]methoxy]isoindoline-1,3-dione O=C1NC(CCC1N1C(C2=CC=C(C=C2C1=O)OC[C@H]1N(C[C@@H](C1)N1CCNCC1)C)=O)=O